8-cyclopropyl-1-(2,6-dichlorophenyl)-5-(2,3-dihydroxypropoxy)-2-methyl-1,6-naphthyridin-4(1H)-one C1(CC1)C=1C=NC(=C2C(C=C(N(C12)C1=C(C=CC=C1Cl)Cl)C)=O)OCC(CO)O